C(#N)[C@@H]1[C@H](COCC1)N1N=C(C(=C1)C(=O)N)NC1=CC(=NC(=C1)OC)F 1-[(3R,4S)-4-cyanotetrahydropyran-3-yl]-3-[(2-fluoro-6-methoxy-4-pyridyl)-amino]pyrazole-4-carboxamide